C12CC(CCC1C2(C)C)C CARan